BrC=1C=2C3=C(CNC(C3=CC1)=O)C=CC2 7-bromo-2,3-dihydro-1H-benzo[de]isoquinolin-1-one